propyl-(6-hydroxyhexyl)dimethylammonium C(CC)[N+](C)(C)CCCCCCO